C1(CC1)[C@@H](CO)NC (2S)-2-cyclopropyl-2-(methylamino)ethanol